[Si](C)(C)(C(C)(C)C)OCCCCCNC1CCC(CC1)(F)F N-(5-((tert-Butyldimethylsilyl)oxy)pentyl)-4,4-difluorocyclohexan-1-amine